BrC1=CC=C(C(=N1)Cl)C(=O)NS(=O)(=O)C1=NC(=CC=C1)NC(CC[C@H]1CNC(C1)(C)C)C1=NC(=CC=C1)C(F)(F)F 6-Bromo-2-chloro-N-[[6-[[3-[(3R)-5,5-dimethylpyrrolidin-3-yl]-1-[6-(trifluoromethyl)-2-pyridyl]propyl]amino]-2-pyridyl]sulfonyl]pyridine-3-carboxamide